(1H-indol-3-yl)(2-methyl-3-phenyl-2,4,5,7-tetrahydro-6H-pyrazolo[3,4-c]pyridin-6-yl)methanone N1C=C(C2=CC=CC=C12)C(=O)N1CC=2C(CC1)=C(N(N2)C)C2=CC=CC=C2